diethyl-3,5-dimethoxy-4-hydroxybenzenemalonate C(C)OC(C(C(=O)OCC)C1=CC(=C(C(=C1)OC)O)OC)=O